C(C1=CC=CC=C1)N1N=C(C(=C1NC(=O)[C@H]1C(C1)(F)F)C)C1CC(C1)(F)F (S)-N-(1-benzyl-3-(3,3-difluorocyclobutyl)-4-methyl-1H-pyrazol-5-yl)-2,2-difluorocyclopropane-1-carboxamide